B12B3[B-]14B5[B-]23B45.[Ce] Cerium boride